(S)-4-(2-(5-fluoropyridinecarboxamido)-3-phenylpropionamido)benzene-1-sulfonyl chloride FC=1C=CC(=NC1)C(=O)N[C@H](C(=O)NC1=CC=C(C=C1)S(=O)(=O)Cl)CC1=CC=CC=C1